3-(5-((1-(4'-chloro-[1,1'-biphenyl]-2-carbonyl)azetidin-3-yl)amino)-1-oxoisoindoline-2-yl)piperidine-2,6-dione ClC1=CC=C(C=C1)C=1C(=CC=CC1)C(=O)N1CC(C1)NC=1C=C2CN(C(C2=CC1)=O)C1C(NC(CC1)=O)=O